CC=1C=C(C=C(C1)C)C1(CC1)O 1-(3,5-dimethylphenyl)-1-cyclopropanol